C=1(C(=CC=CC1)C(=O)O)C(=O)O BenzeneDicarboxylic Acid